C(C)(C)(C)SC(C[C@@H](C(=O)OCC#N)NC(CCC=C)=O)=O (S)-Cyanomethyl 4-(tert-butylthio)-4-oxo-2-(pent-4-enamido)butanoate